(non-8-yn-1-yl)-2''-oxodispiro[cyclohexane-1,2'-pyrrolidine-3',3''-indoline]-5'-carboxylic acid C(CCCCCCC#C)N1C(C2(C3=CC=CC=C13)C1(NC(C2)C(=O)O)CCCCC1)=O